Cl.N1CCC(CC1)C=1N=CC(=NC1)NC1C(NC(CC1)=O)=O 3-((5-(piperidin-4-yl)pyrazin-2-yl)amino)piperidine-2,6-dione HCl salt